C1(CC1)N1N=C2CCCCC2=C1C1=NC(=NO1)[C@@H]1C(C12CCN(CC2)S(=O)(=O)N)(F)F (2R)-2-[5-(2-cyclopropyl-4,5,6,7-tetrahydro-2H-indazol-3-yl)-1,2,4-oxadiazol-3-yl]-1,1-difluoro-6-azaspiro[2.5]octane-6-sulfonamide